7,7,10,10-tetramethyl-7,8,9,10-tetrahydro-5H-benzo[b]carbazole CC1(CCC(C=2C1=CC=1NC3=CC=CC=C3C1C2)(C)C)C